(S)-(5-cyclopentyl-1-(methylamino)-1-oxopent-2-yl)carbamic acid tert-butyl ester C(C)(C)(C)OC(N[C@H](C(=O)NC)CCCC1CCCC1)=O